C(C)(C)(C)OC(=O)N(CCOCCO)CCOCCOCCNCC 1,4,10,13-tetraoxa-7,16-diaza-octadecane-7-carboxylic acid tert-butyl ester